CC1=CC=CC(=N1)C1=C(C=NN1)C=1C=C2C(=CC=NC2=CC1)C(=O)OC methyl 6-[5-(6-methyl-2-pyridyl)-1H-pyrazol-4-yl]quinoline-4-carboxylate